(S)-3-methylbutan-2-yl 1H-imidazole-1-carboxylate N1(C=NC=C1)C(=O)O[C@@H](C)C(C)C